CC1(C2CC=C(C1C2)CCC2OCC(O2)C=O)C 2-(2-{6,6-dimethylbicyclo[3.1.1]hept-2-en-2-yl}ethyl)-1,3-dioxolane-4-carbaldehyde